(S)-2-METHYL-N-(1-OXO-3-PHENYLPROPAN-2-YL)-4-PHENYLOXAZOLE-5-CARBOXAMIDE CC=1OC(=C(N1)C1=CC=CC=C1)C(=O)N[C@H](C=O)CC1=CC=CC=C1